methylmethanamine CCN